N'-((1-((benzyloxy)methyl)-3,3-dimethoxycyclobutyl)methylene)-4-methylbenzenesulfonohydrazide C(C1=CC=CC=C1)OCC1(CC(C1)(OC)OC)C=NNS(=O)(=O)C1=CC=C(C=C1)C